N1(CCC1)CC1=C(N=C(O1)N1CCCC1)C(=O)NC1=CC(=C(C(=C1)F)OC1CC2CC2C1)F 5-(azetidin-1-ylmethyl)-N-(4-(cis-bicyclo[3.1.0]hex-3-yloxy)-3,5-difluorophenyl)-2-(pyrrolidin-1-yl)oxazole-4-carboxamide